C(=O)(O)C=1C=C(C(=O)C2=CC(=CC(=C2)C(=O)O)C(=O)O)C=C(C1)C(=O)O 3,5,3',5'-tetracarboxylbenzophenone